C1(=CC=CC=2C3=CC=CC=C3CC12)N([C@@H](CCC(=O)O)C(=O)OCC1=CC=CC=C1)C(=O)OC fluorenyl-methoxycarbonyl-O-benzyl-L-glutamic acid